CC=1C=C(C(=O)O)C=C(C1)C(C)C 3-methyl-5-(2-propanyl)benzoic acid